2-difluoromethyl-5-(4,4,5,5-tetramethyl-1,3,2-dioxaborolan-2-yl)-pyridine FC(C1=NC=C(C=C1)B1OC(C(O1)(C)C)(C)C)F